FC=1C(=CC=C2C(=NN(C12)C)N1C(NC(CC1)=O)=O)C1CCN(CC1)CC1=CC(=CC=C1)S(=O)(=O)N1CCC(CC1)NC1=NC=C(C=N1)C(F)(F)F 1-(7-fluoro-1-methyl-6-(1-(3-((4-((5-(trifluoromethyl)pyrimidin-2-yl)amino)piperidin-1-yl)sulfonyl)benzyl)-piperidin-4-yl)-1H-indazol-3-yl)dihydropyrimidine-2,4(1H,3H)-dione